L-seryl-L-prolinate N[C@@H](CO)C(=O)N1[C@@H](CCC1)C(=O)[O-]